1-(4-chloro-2-(chloromethyl)-3-methylphenyl)-1H-tetrazole ClC1=C(C(=C(C=C1)N1N=NN=C1)CCl)C